2-(2,4-bis(trifluoromethyl)phenyl)-N-((5-(5-ethynylpyridin-2-yl)-1,3,4-oxadiazol-2-yl)methyl)-N-(4-fluorophenyl)acetamide FC(C1=C(C=CC(=C1)C(F)(F)F)CC(=O)N(C1=CC=C(C=C1)F)CC=1OC(=NN1)C1=NC=C(C=C1)C#C)(F)F